N[C@H](C(=O)OC[C@H]1O[C@]([C@@H]([C@@H]1OC(CC)=O)O)(C1=CC=C2C(=NC=NN21)NC(=O)OCCCCCC)C#N)C(C)(C)C ((2R,3S,4R,5R)-5-cyano-5-(4-(((hexyloxy)carbonyl)amino)pyrrolo[2,1-f][1,2,4]triazin-7-yl)-4-hydroxy-3-(propionyloxy)tetrahydrofuran-2-yl)methyl (S)-2-amino-3,3-dimethylbutanoate